O1C2=C(OCC1)C=C(C=C2)C=2C(=C(C=CC2)C2=CC=1N(C=C2)C(=CN1)C1=CC=C(C(=O)N2[C@@H](CCC2)C(=O)O)C=C1)C (4-(7-(3-(2,3-dihydrobenzo[b][1,4]dioxin-6-yl)-2-methylphenyl)imidazo[1,2-a]pyridin-3-yl)benzoyl)-L-proline